dichloro(norbornadiene) ruthenium (II) [Ru+2].ClC=1C(=C2CCC1C2)Cl